C(C)(C)(C)C1=C(C(=NC=C1Br)N(C)C)N1CCN(CC1)C(C)(C)C tert-butyl-5-bromo-3-(4-(tert-butyl)piperazin-1-yl)-N,N-dimethylpyridin-2-amine